NN1CCN(CC1)[C@H]1CC[C@H](CC1)N1C=C(C2=C1N=CN=C2N)C2=CC=C(C=C2)OC2=CC=CC=C2 7-((cis)-4-(4-aminopiperazin-1-yl)cyclohexyl)-5-(4-phenoxyphenyl)-7H-pyrrolo[2,3-d]pyrimidin-4-amine